benzotriazol-1-yl-oxy-tripyrrolidinylphosphine phosphate P(=O)(O)(O)O.N1(N=NC2=C1C=CC=C2)OC2N(CCC2)P(N2CCCC2)N2CCCC2